FC=1C=C(C=CC1C(F)(F)F)C1=NOC(=N1)C1=CC2=C(N(N=N2)CCC)C=C1 5-{3-[3-fluoro-4-(trifluoromethyl)phenyl]-1,2,4-oxadiazol-5-yl}-1-propyl-1H-1,2,3-benzotriazole